8H-pyrrolo[2,3-c]azepin-8-one N=1C=CC=2C1C(NC=CC2)=O